9,10-diphenyl-anthracene di-isononyl-1,2-cyclohexanedicarboxylate C(CCCCCC(C)C)OC(=O)C1C(CCCC1)C(=O)OCCCCCCC(C)C.C1(=CC=CC=C1)C=1C2=CC=CC=C2C(=C2C=CC=CC12)C1=CC=CC=C1